3-Chloro-4-((3,5-difluoropyridin-2-yl)methoxy-d2)-5',6-dimethyl-2'-(3-(methylsulfonyl)-1H-Pyrazol-1-yl)-2H-[1,4'-bipyridine]-2-one ClC=1C(N(C(=CC1OC([2H])([2H])C1=NC=C(C=C1F)F)C)C1=CC(=NC=C1C)N1N=C(C=C1)S(=O)(=O)C)=O